C(C1=CC=CC=C1)OC1=C(C(=O)N2CC3=CC=C(C=C3C2)OC2CCN(CC2)C(C)=O)C(=CC(=C1)C(F)F)O 1-(4-((2-(2-(Benzyloxy)-4-(difluoromethyl)-6-hydroxybenzoyl)isoindolin-5-yl)oxy)piperidin-1-yl)ethan-1-one